C(C)(C)(CC)OOC(C)(C)CC di-tertiary-amyl peroxide